CN(C)CC1=CC=C(C=C1)[S@@](=O)(NC)=NC(NC1=C2CCCC2=CC=2CCCC12)=O (S)-4-((dimethylamino)methyl)-N'-((1,2,3,5,6,7-hexahydro-s-indacen-4-yl)carbamoyl)-N-methylbenzenesulfonimidamide